CC1(N(CCNC1)CC1CCN(CC1)C=1C(=C2CN(C(C2=CC1)=O)C1C(NC(CC1)=O)=O)F)C 3-[5-[4-[(2,2-dimethylpiperazin-1-yl)methyl]-1-piperidyl]-4-fluoro-1-oxo-isoindolin-2-yl]piperidine-2,6-dione